C(CCCCCCCCC)(=O)NC(CS(=O)(=O)[O-])C(=O)NCCOC(C(=C)C)=O.[Na+] sodium 2-decanamido-3-((2-methacryloyloxyethyl) amino)-3-oxopropane-1-sulfonate